2-methylsulfonyl-2,6-diazaspiro[4.5]decane CS(=O)(=O)N1CC2(CC1)NCCCC2